lead-lanthanum [La].[Pb]